BrC1=CC=C(C=2C3=C(NC12)CCN(C3)C(=O)C3=NNC(=C3)C(F)(F)F)C (6-bromo-9-methyl-1,3,4,5-tetrahydropyrido[4,3-b]indol-2-yl)-[5-(trifluoromethyl)-1H-pyrazol-3-yl]methanone